BrC=1C=C2CC(N3C2=C(C1)OCCC3)=O 9-bromo-3,4-dihydro-2H-[1,4]oxazepino[2,3,4-hi]indol-6(7H)-one